3-(1-bromo-3-((tert-butyldimethylsilyl)oxy)prop-1-en-2-yl)-5-(3,4-dimethoxyphenyl)pyridine BrC=C(CO[Si](C)(C)C(C)(C)C)C=1C=NC=C(C1)C1=CC(=C(C=C1)OC)OC